tert-Butyl 6-(4-((4-chloro-2-fluorophenyl)amino)pyrido[3,2-d]pyrimidin-6-yl)-1,6-diazaspiro[3.3]heptane-1-carboxylate ClC1=CC(=C(C=C1)NC=1C2=C(N=CN1)C=CC(=N2)N2CC1(CCN1C(=O)OC(C)(C)C)C2)F